Tetrahydro-pyran-4-carboxylic acid (8-{5-[4-(1-methyl-piperidin-4-ylcarbamoyl)-phenylamino]-pyridin-2-yl}-2,3-dihydro-benzo[1,4]dioxin-2-ylmethyl)-amide CN1CCC(CC1)NC(=O)C1=CC=C(C=C1)NC=1C=CC(=NC1)C1=CC=CC2=C1OC(CO2)CNC(=O)C2CCOCC2